(S)-5-((((6-(2-fluoro-2'-methyl-3'-((2-methylpyrido[3,2-d]pyrimidin-4-yl)amino)-[1,1'-biphenyl]-3-yl)-2-methoxypyridin-3-yl)methyl)amino)methyl)pyrrolidin-2-one FC1=C(C=CC=C1C1=CC=C(C(=N1)OC)CNC[C@@H]1CCC(N1)=O)C1=C(C(=CC=C1)NC=1C2=C(N=C(N1)C)C=CC=N2)C